NCCNCCC[Si](OCC)(OCC)OCC N-(β-aminoethyl)-γ-aminopropyl-triethoxysilane